bromoethyl-zinc acetate C(C)(=O)[O-].BrCC[Zn+]